Cl.ClC1=C(C=CC=C1)CC1=CC2=C(C=N1)C(CN2C(CN2[C@H](CN[C@@H](C2)C)COC)=O)(C)C 1-{6-[(2-Chlorophenyl)methyl]-3,3-dimethyl-1H,2H,3H-pyrrolo[3,2-c]pyridin-1-yl}-2-[(2R,5R)-2-(methoxymethyl)-5-methylpiperazin-1-yl]ethan-1-one hydrochloride salt